COC1=CC=C(OC2=NC(=NC(=C2)C(F)(F)F)SCC(=O)NC(NC2=CC=C(C=C2)CC)=O)C=C1 2-((4-(4-methoxyphenoxy)-6-(trifluoromethyl)pyrimidin-2-yl)thio)-N-((4-ethylphenyl)carbamoyl)acetamide